S(=O)(=O)(O)C(C(=O)O)(CCCCNC(CCSSC1=NC=CC=C1)=O)N1C(CCC1=O)=O sulfosuccinimidyl-6-[3-(2-pyridyldithio)propionylamino]hexanoic acid